1-(3-(4-Hydroxyphenyl)-1,2,4-oxadiazol-5-yl)-N-((1-(4-methylbenzyl)pyrrolidin-3-yl)methyl)piperidine-4-carboxamide OC1=CC=C(C=C1)C1=NOC(=N1)N1CCC(CC1)C(=O)NCC1CN(CC1)CC1=CC=C(C=C1)C